[Si](C1=CC=CC=C1)(C1=CC=CC=C1)(C(C)(C)C)OCC(CC#CCCNC)CC#CC 6-(((tert-butyldiphenylsilyl)oxy)methyl)-N-methyldec-3,8-diyn-1-amine